1-(4-(1-(cyclobutylmethyl)-6-((5-methylthiazol-2-yl)amino)-1H-pyrrolo[3,2-c]pyridin-4-yl)-3,6-dihydropyridin-1(2H)-yl)prop-2-en-1-one C1(CCC1)CN1C=CC=2C(=NC(=CC21)NC=2SC(=CN2)C)C=2CCN(CC2)C(C=C)=O